6,7-dimethoxy-9-(2-(piperidin-1-yl)pyrimidin-5-yl)naphtho[2,3-c]furan-1(3H)-one COC1=CC2=CC3=C(C(OC3)=O)C(=C2C=C1OC)C=1C=NC(=NC1)N1CCCCC1